N-[7-(acetamidomethyl)-2-methyl-indazol-5-yl]-7-[(3S,5S)-3,5-dimethylpiperazin-1-yl]-2-methoxy-1,3-benzothiazole-4-carboxamide C(C)(=O)NCC1=CC(=CC2=CN(N=C12)C)NC(=O)C=1C=CC(=C2C1N=C(S2)OC)N2C[C@@H](N[C@H](C2)C)C